C1(CC1)C=1SC(=CN1)C(=O)NC=1C=C(C(=O)O)C=CC1CC 3-(2-Cyclopropyl-1,3-thiazole-5-amido)-4-ethylbenzoic acid